O1C(=CC=C1)C1=CC(=NO1)C(=O)N 5-(furan-2-yl)isoxazole-3-carboxamide